2-(2,4-dioxotetrahydropyrimidin-1(2H)-yl)-5-((4-(isoquinolin-5-yl)piperidin-1-yl)methyl)isoindoline-1,3-dione O=C1N(CCC(N1)=O)N1C(C2=CC=C(C=C2C1=O)CN1CCC(CC1)C1=C2C=CN=CC2=CC=C1)=O